(S)-N-(5,5-Difluoro-1-methylpiperidin-3-yl)-5-(3-(2,2-difluoroethyl)-2-methyl-3H-imidazo[4,5-b]pyridin-5-yl)pyrrolo[2,1-f][1,2,4]triazin-2-amine FC1(C[C@@H](CN(C1)C)NC1=NN2C(C=N1)=C(C=C2)C2=CC=C1C(=N2)N(C(=N1)C)CC(F)F)F